C12CN(CC(CC1)N2)C2=NC(=NC1=C2N=NC(=C1)C1=CC(=CC2=CC=C(C(=C12)C#C)F)O)OC[C@]12CCCN2C[C@@H](C1)F 4-(8-(3,8-diazabicyclo[3.2.1]octan-3-yl)-6-(((2R,7aS)-2-fluorotetrahydro-1H-pyrrolizin-7a(5H)-yl)methoxy)pyrimido[5,4-c]pyridazin-3-yl)-5-ethynyl-6-fluoronaphthalen-2-ol